(2-morpholinoethyl)-pentanamide ditosylate S(=O)(=O)(O)C1=CC=C(C)C=C1.S(=O)(=O)(O)C1=CC=C(C)C=C1.O1CCN(CC1)CCC(C(=O)N)CCC